5-(2-fluoro-4-nitrophenyl)-2-(2-methyl-2H-tetrazol-5-yl)pyridine FC1=C(C=CC(=C1)[N+](=O)[O-])C=1C=CC(=NC1)C=1N=NN(N1)C